tert-butyl 4-(2-fluoro-5-(hydroxymethyl)-4-(methoxycarbonyl) phenyl)piperazine-1-carboxylate FC1=C(C=C(C(=C1)C(=O)OC)CO)N1CCN(CC1)C(=O)OC(C)(C)C